S1C(SCC1)C=1C=C(C=C(C1OCC1=CC=C(C=C1)OC)F)NC(=O)C=1N=C(SC1)N1CCCCC1 N-(3-(1,3-dithiolan-2-yl)-5-fluoro-4-(4-methoxybenzyloxy)phenyl)-2-(piperidin-1-yl)thiazole-4-carboxamide